6-Methyl-N-[3-(1-propyl-piperidin-4-yl)-5-trifluoromethyl-phenyl]-5-(4-pyridin-3-yl-pyrimidin-2-ylamino)-nicotinamide CC1=NC=C(C(=O)NC2=CC(=CC(=C2)C(F)(F)F)C2CCN(CC2)CCC)C=C1NC1=NC=CC(=N1)C=1C=NC=CC1